N-{(1S)-1-cyano-2-[(3S)-2-oxopiperidin-3-yl]ethyl}-N2-(cyclopropylmethyl)-L-leucinamide C(#N)[C@H](C[C@H]1C(NCCC1)=O)NC([C@@H](NCC1CC1)CC(C)C)=O